(R)-5-(hydroxymethyl)-2-pyrrolidone OC[C@H]1CCC(N1)=O